C(C)(C)[C@@H]1[C@H](C1)C=1C=2N(N=C(C1)C=1C(NC(NC1)=O)=O)C=CC2 5-(4-((1S,2R)-2-isopropylcyclopropyl)pyrrolo[1,2-b]pyridazin-2-yl)pyrimidine-2,4(1H,3H)-dione